N-(8-amino-7-fluoro-6-(4-methylpyridin-3-yl)isoquinolin-3-yl)-2-(hydroxymethyl)-3-(1-methyl-1H-pyrazol-4-yl)cyclopropane-1-carboxamide NC=1C(=C(C=C2C=C(N=CC12)NC(=O)C1C(C1C=1C=NN(C1)C)CO)C=1C=NC=CC1C)F